2-bromo-3-(4-methylthiazol-5-yl)-6-(2-phenoxyethoxy)-1H-inden-1-one BrC=1C(C2=CC(=CC=C2C1C1=C(N=CS1)C)OCCOC1=CC=CC=C1)=O